NCCNCCC[SiH](OC)OC 3-(2-aminoethyl)aminopropyldimethoxysilane